IC=1C=C(C=CC1)NC(OCCSC1=CC=C(C2=NON=C21)[N+](=O)[O-])=O 2-((7-nitrobenzo[c][1,2,5]oxadiazol-4-yl)thio)ethyl (3-iodophenyl)carbamate